FC1=CC2=C(N(C(NC2=O)=O)C=2C(=NC=CC2C)C(C)C)N=C1C=1C(=NC=CC1)F 6-fluoro-7-(2-fluoropyridin-3-yl)-1-(2-isopropyl-4-methylpyridin-3-yl)pyrido[2,3-d]pyrimidine-2,4(1H,3H)-dione